C[C@@H]1CC2=CC(=C(C=C2[C@@H]([C@H]1C)C3=CC(=C(C=C3)O[C@H](C)[C@H](C4=CC(=C(C=C4)O)OC)O)OC)O)OC The molecule is a neolignan isolated from the barks of Machilus robusta. It has a role as a plant metabolite. It is a neolignan and a member of guaiacols.